[Cl-].ClC1=NC=CC(=N1)[Zn+] (2-chloropyrimidin-4-yl)zinc(II) chloride